2-(3-((S)-5-amino-1-carboxypentyl)ureido)pentanedioic acid NCCCC[C@@H](C(=O)O)NC(NC(C(=O)O)CCC(=O)O)=O